(S)-2-[2-(1,5-dimethyl-1H-pyrazole-3-carbonyl)-6-(3-methyl-1H-pyrrolo[2,3-b]pyridin-5-yl)-1,2,3,4-tetrahydroisoquinolin-8-yl]pyrrolidine-1-carboxylic acid tert-butyl ester C(C)(C)(C)OC(=O)N1[C@@H](CCC1)C=1C=C(C=C2CCN(CC12)C(=O)C1=NN(C(=C1)C)C)C=1C=C2C(=NC1)NC=C2C